methyl (S)-5-((tert-butyldimethylsilyl)oxy)-2-(1-(4-methoxypyridin-2-yl)ethyl)-1-oxo-1,2,3,4-tetrahydroisoquinoline-7-carboxylate [Si](C)(C)(C(C)(C)C)OC1=C2CCN(C(C2=CC(=C1)C(=O)OC)=O)[C@@H](C)C1=NC=CC(=C1)OC